NC1=NC(=C(C=2N1C(N(N2)CC2=CC=NN2C)=O)C2=CC(=NC(=C2)C)C)C2=CC=CC=C2 5-amino-8-(2,6-dimethylpyridin-4-yl)-2-((1-methyl-1H-pyrazol-5-yl)methyl)-7-phenyl-[1,2,4]triazolo[4,3-c]pyrimidin-3(2H)-one